isopropyl 2-((5-amino-4-((2-(dimethylamino)ethyl)(methyl)amino)-2-methoxyphenyl)amino)-4-(5'-methylspiro(cyclobutane-1,3'-pyrrolo[3,2-b]pyridin)-1'(2'H)-yl)pyrimidine-5-carboxylate NC=1C(=CC(=C(C1)NC1=NC=C(C(=N1)N1CC2(C3=NC(=CC=C31)C)CCC2)C(=O)OC(C)C)OC)N(C)CCN(C)C